NC1=NC=NN2C1=C(C1=C2C[C@H]([C@H]1C)NC(C=C)=O)C=1C=NC2=CC=CC=C2C1 (6S,7R)-N-(4-amino-6-methyl-5-(quinolin-3-yl)-7,8-dihydro-6H-cyclopenta[4,5]pyrrolo[2,1-f][1,2,4]triazin-7-yl)acrylamide